2-(6-{1-[(2S)-1-(1,1-dioxo-thiomorpholin-4-yl)-3-methylbutan-2-yl]azetidin-3-yl}-3-methylimidazo[1,5-a]pyridin-8-yl)-N-ethyl-5-fluoro-N-(isopropyl)benzamide O=S1(CCN(CC1)C[C@H](C(C)C)N1CC(C1)C=1C=C(C=2N(C1)C(=NC2)C)C2=C(C(=O)N(C(C)C)CC)C=C(C=C2)F)=O